NCC1=CN=NN1CC(=O)N1C(CC(C1)F)C(=O)NC(C1=CC=C(C=C1)C(C)C)C1=CC=CC=C1 1-{2-[5-(aminomethyl)-1H-1,2,3-triazol-1-yl]acetyl}-4-fluoro-N-{phenyl-[4-(prop-2-yl)phenyl]methyl}pyrrolidine-2-carboxamide